FC1(C(C1)(C)C1=CC=C(C=C1)NC(C1=C(C=CC(=C1)[N+](=O)[O-])SC1=NN=NN1C)=O)F N-[4-(2,2-difluoro-1-methylcyclopropyl)phenyl]-2-[(1-methyl-1H-1,2,3,4-tetrazol-5-yl)sulfanyl]-5-nitrobenzamide